CC(CC(=O)OC)(CC)C methyl 3,3-dimethylpentanoate